BrC1=CC=C(C=C1)N1N=C(C(=C1)C=CC=1C=C(C(=O)O)C=CN1)C1=CC=C(C=C1)F 2-(2-(1-(4-bromophenyl)-3-(4-fluorophenyl)-1H-pyrazol-4-yl)vinyl)isonicotinic acid